C(CCC)[N+]1=CC(=CC=C1)CCO 1-n-butyl-3-(2-hydroxyethyl)pyridinium